N-(3-(1H-pyrazol-1-yl)propyl)-5-(furan-2-yl)isoxazole-3-carboxamide N1(N=CC=C1)CCCNC(=O)C1=NOC(=C1)C=1OC=CC1